C(C)(C)(C)OC(=O)NC[C@H]1N2C(N([C@H](C=C1C)C2)O[C@H](C(=O)[O-])F)=O.[Li+] lithium (2S)-2-[[(2S,5R)-2-[(tert-Butoxycarbonylamino) methyl]-3-methyl-7-oxo-1,6-diazabicyclo[3.2.1]oct-3-en-6-yl] oxy]-2-fluoro-acetate